N-(6-(((tert-Butyldimethylsilyl)oxy)methyl)pyridin-2-yl)-2-phenoxyacetamide [Si](C)(C)(C(C)(C)C)OCC1=CC=CC(=N1)NC(COC1=CC=CC=C1)=O